C(C1(CO1)C)(=O)[O-].[Zr+4].C(C1(CO1)C)(=O)[O-].C(C1(CO1)C)(=O)[O-].C(C1(CO1)C)(=O)[O-] zirconium methacrylate oxide